C1(CCCCC1)OCC(=O)OCC=C allyl 2-(cyclohexyloxy)acetate